N-(6-(difluoromethyl)pyridin-2-yl)-6-isopropoxy-2-(tetrahydro-2H-pyran-3-yl)-2H-indazole-5-carboxamide FC(C1=CC=CC(=N1)NC(=O)C1=CC2=CN(N=C2C=C1OC(C)C)C1COCCC1)F